4-(dibenzylamino)cyclohexane-1-ol C(C1=CC=CC=C1)N(C1CCC(CC1)O)CC1=CC=CC=C1